(S)-2-(4-(7-(8-chloronaphthalen-1-yl)-8-fluoro-2-((tetrahydro-1H-pyrrolizin-7a(5H)-yl)methoxy)pyrido[4,3-d]pyrimidin-4-yl)-1-(3-oxobutanoyl)piperazin-2-yl)acetonitrile ClC=1C=CC=C2C=CC=C(C12)C1=C(C=2N=C(N=C(C2C=N1)N1C[C@@H](N(CC1)C(CC(C)=O)=O)CC#N)OCC12CCCN2CCC1)F